2-{6-Cyclopropyl-4-[4-fluoro-2-(4-methyl-1,2,4-triazol-3-yl)phenyl]pyridin-2-yl}-6-({[(1-hydroxycyclobutyl)methyl]amino}methyl)-3H-isoindol-1-one C1(CC1)C1=CC(=CC(=N1)N1C(C2=CC(=CC=C2C1)CNCC1(CCC1)O)=O)C1=C(C=C(C=C1)F)C1=NN=CN1C